ClC1=C(OCC=2C=C(C=CC2)[C@@H]2CN(CC2)CC2=NC3=C(N2C[C@H]2OCC2)C=C(C=C3)C(=O)O)C=CC(=C1)Cl 2-(((R)-3-(3-((2,4-dichlorophenoxy)methyl)phenyl)pyrrolidin-1-yl)methyl)-1-(((S)-oxetan-2-yl)methyl)-1H-benzo[d]imidazole-6-carboxylic acid